2-(1H-imidazol-5-yl)-N-(1-methylcyclopropyl)pyrido[3,4-d]Pyrimidin-4-amine N1C=NC=C1C=1N=C(C2=C(N1)C=NC=C2)NC2(CC2)C